5-[5-(4-Morpholinyl)-1,2,3,3a,4,5,6,6a-octahydropentalen-2-yl]-N-(3-chloro-4-fluorophenyl)-3-methyl-4-imidazolecarboxamide N1(CCOCC1)C1CC2CC(CC2C1)C1=C(N(C=N1)C)C(=O)NC1=CC(=C(C=C1)F)Cl